glycine decanoate C(CCCCCCCCC)(=O)O.NCC(=O)O